ClC1=C(C=CC=C1)C1=NC=NC2=CC=C(C=C12)[N+](=O)[O-] 4-(2-chlorophenyl)-6-nitroquinazoline